(S)-N,N-dimethyl-1-(3-((2R,5S)-5-methylpiperidin-2-yl)phenoxy)propan-2-amine CN([C@H](COC1=CC(=CC=C1)[C@@H]1NC[C@H](CC1)C)C)C